amino-hydroxysuccinimide NC1(C(=O)NC(C1)=O)O